4-(((3S,4R)-3-(2,6-difluorophenyl)-7-hydroxytryptophan-4-yl)phenyl)piperidine-4-carbaldehyde FC1=C(C(=CC=C1)F)[C@@]1(C[C@H](N)C(=O)O)C=NC2=C(C=CC(=C12)C1=C(C=CC=C1)C1(CCNCC1)C=O)O